NC=1C2=C(N=CN1)C(=NC(=C2)N2CC(C2)(C)CO)C=2C(=C(C=CC2C)O)C (S)-3-(4-amino-6-(3-(hydroxymethyl)-3-methylazetidin-1-yl)pyrido[3,4-d]pyrimidin-8-yl)-2,4-dimethylphenol